tert-butyl (2S)-4-[7-chloro-8-fluoro-2-[[(2S)-1-methylpyrrolidin-2-yl]methoxy]pyrido[4,3-d]pyrimidin-4-yl]-2-(cyanomethyl)piperazine-1-carboxylate ClC1=C(C=2N=C(N=C(C2C=N1)N1C[C@@H](N(CC1)C(=O)OC(C)(C)C)CC#N)OC[C@H]1N(CCC1)C)F